C(C)OC(C(=O)C1CS(C2=CC(=CC=C2C1=O)OC)(=O)=O)=O 2-(7-methoxy-1,1-dioxo-4-oxothiochroman-3-yl)-2-oxoacetic acid ethyl ester